triethylene glycol bis(2-ethylpentanoate) C(C)C(C(=O)OCCOCCOCCOC(C(CCC)CC)=O)CCC